3-(3-((((1R,2R,3S,4R)-4-(4-chloro-7H-pyrrolo[2,3-d]pyrimidin-7-yl)-2,3-dihydroxycyclopentyl)methyl)(ethyl)amino)prop-1-yn-1-yl)benzamide ClC=1C2=C(N=CN1)N(C=C2)[C@H]2[C@@H]([C@@H]([C@H](C2)CN(CC#CC=2C=C(C(=O)N)C=CC2)CC)O)O